1-(4-((4-(2-hydroxyethyl)piperazin-1-yl)methyl)-3-(trifluoromethyl)phenyl)-3-(5-(isoquinolin-7-yl)-1-methyl-1H-pyrazol-3-yl)urea OCCN1CCN(CC1)CC1=C(C=C(C=C1)NC(=O)NC1=NN(C(=C1)C1=CC=C2C=CN=CC2=C1)C)C(F)(F)F